methyl (E)-2-(4-(2-(2-(1-((2-fluoropyridin-4-yl)methyl)-1H-pyrrole-2-carboxamido)thiazol-4-yl)vinyl)-5-methyl-1H-imidazol-1-yl)acetate FC1=NC=CC(=C1)CN1C(=CC=C1)C(=O)NC=1SC=C(N1)/C=C/C=1N=CN(C1C)CC(=O)OC